[Cl-].BrC=1C=[N+](C=CC1)CCNC(C(=C)C)=O 3-bromo-1-(2-methacryloylaminoethyl)-pyridinium chloride